N-(1-(4-Aminophenyl)-2-(tert-butylamino)-2-oxoethyl)-N-(4-chlorophenyl)-propiolamide NC1=CC=C(C=C1)C(C(=O)NC(C)(C)C)N(C(C#C)=O)C1=CC=C(C=C1)Cl